7-chloro-3-((5-(3-(4-methyl-1,4-diazepane-1-carbonyl)phenyl)furan-2-yl)methylene)indolin-2-one ClC=1C=CC=C2C(C(NC12)=O)=CC=1OC(=CC1)C1=CC(=CC=C1)C(=O)N1CCN(CCC1)C